CCCCCOC(=O)C n-pentyl acetate